FC1=C(C=CC=C1C(F)(F)F)[C@@H](C)NC=1C2=C(N=C(N1)C)NC(C(=C2)N2CCN(CC2)C(=O)OC(C)(C)C)=O tert-butyl (R)-4-(4-((1-(2-fluoro-3-(trifluoromethyl)phenyl)ethyl)amino)-2-methyl-7-oxo-7,8-dihydropyrido[2,3-d]pyrimidin-6-yl)piperazine-1-carboxylate